5-(6-Amino-3-azabicyclo[3.1.0]hexan-3-yl)-N-(6-methoxy-2-methyl-indazol-5-yl)pyrazine-2-carboxamide NC1C2CN(CC12)C=1N=CC(=NC1)C(=O)NC1=CC2=CN(N=C2C=C1OC)C